Methyl (2S,5S,13S)-13-((tert-butoxycarbonyl)amino)-2-isobutyl-3,7,14-trioxo-1,4,8-triazacyclotetradecane-5-carboxylate C(C)(C)(C)OC(=O)N[C@H]1CCCCNC(C[C@H](NC([C@@H](NC1=O)CC(C)C)=O)C(=O)OC)=O